ClC1=NN2C(N=CC3=C2C(CC3C(=O)O)(C3=NN(C=C3)C)C)=C1 2-Chloro-8-methyl-8-(1-methyl-1H-pyrazol-3-yl)-7,8-dihydro-6H-cyclopenta[e]pyrazolo[1,5-a]pyrimidine-6-carboxylic acid